3-ethyl-3-[[3-(triethoxysilyl)propoxy]methyl]oxetane C(C)C1(COC1)COCCC[Si](OCC)(OCC)OCC